OC(CN(C)C(CO)C)C (2-hydroxypropyl)-(1-methyl-2-hydroxyethyl)-methylamine